2-thioxobenzo[d]thiazol S=C1SC2=C(N1)C=CC=C2